C(=O)=C1NC2=CC=CC=3C2=C(C1)C=CC3N3N(C(C=C3)C(=O)NC3=CC(=NC=C3)C(F)(F)F)C(F)(F)F 1-(2-carbonyl-2,3-dihydro-1H-benzo[de]quinolin-6-yl)-2-trifluoromethyl-N-(2-trifluoromethylpyridin-4-yl)-1H-pyrazol-3-carboxamide